6-bromo-5-methoxy-[1,3]thiazolo[5,4-b]pyridine BrC=1C=C2C(=NC1OC)SC=N2